C(C1=CC=CC=C1)N1CCOC2=C(C1)C(=CC=C2Br)F 4-benzyl-9-bromo-6-fluoro-2,3-dihydro-1,4-benzoxazepine